3-(DIPHENYLPHOSPHINO)PROPYLTRIETHOXYSILANE methyl-4-(2-benzylbenzoyl)-2,5-dimethyl-1H-pyrrole-3-carboxylate COC(=O)C1=C(NC(=C1C(C1=C(C=CC=C1)CC1=CC=CC=C1)=O)C)C.C1(=CC=CC=C1)P(CCC[Si](OCC)(OCC)OCC)C1=CC=CC=C1